S-trimethylsilylthiopropyl-trimethoxysilane C[Si](SCCC[Si](OC)(OC)OC)(C)C